C(C)(C)(C)OC(=O)C1=CSC=2C1=NC(=CC2C2=C(C=CC(=C2)Cl)OCCN2C(=NC1=C(C2=O)C(=C(N=C1)Cl)C#N)C)C 7-(5-chloro-2-(2-(6-chloro-5-cyano-2-methyl-4-oxopyrido[3,4-d]pyrimidin-3(4H)-yl)ethoxy)phenyl)-5-methylthieno[3,2-B]pyridine-3-carboxylic acid tert-butyl ester